BrC1=C(C(=CC(=C1)N)Cl)C1=C(C=C(C=C1)F)F 2-bromo-6-chloro-2',4'-difluoro-[1,1'-biphenyl]-4-amine